OC[C@@H](CCC=C)S(=O)(=O)N (R)-1-HYDROXYHEX-5-ENE-2-SULFONAMIDE